FC1=CC=C(C2=C1C(=C(O2)C(=O)OCC)C)F ethyl 4,7-difluoro-3-methylbenzofuran-2-carboxylate